C[C@@H]([C@H]1CC[C@@]2([C@@]1(CC[C@H]3[C@@H]2CC[C@H]([C@]4(C3)CCC(=O)O4)[C@@](C)(CO)O)C)C)C(=O)O The molecule is a tetracyclic triterpenoid that is a rearranged pentanortriterpenoid derived from cycloartane. Isolated from the leaves and stem of Schisandra lancifolia, it exhibits anti-HIV activity. It has a role as a metabolite and an anti-HIV agent. It is an oxaspiro compound, a tetracyclic triterpenoid, a gamma-lactone, a diol and a monocarboxylic acid.